(3S,4S)-3-methyl-8-(1-((2-(trimethylsilyl)ethoxy)methyl)-1H-pyrazolo[4,3-c]pyridin-4-yl)-2-oxa-8-azaspiro[4.5]decan-4-amine C[C@@H]1OCC2([C@@H]1N)CCN(CC2)C2=NC=CC1=C2C=NN1COCC[Si](C)(C)C